NC(CN)CCCCC 2-aminoheptylamine